3-ethoxyprop-1-ene C(C)OCC=C